O1C(OCC1)CCC=O 3-(1,3-dioxolan-2-yl)propanal